2-(4-Ethyl-6-methylpyrazolo[1,5-a]pyrazin-2-yl)-7-(piperidin-4-ylmethoxy)-4H-pyrido[1,2-a]pyrimidin-4-one C(C)C=1C=2N(C=C(N1)C)N=C(C2)C=2N=C1N(C(C2)=O)C=C(C=C1)OCC1CCNCC1